pentaerythritol diacrylate monobenzoate C(C1=CC=CC=C1)(=O)OCC(COC(C=C)=O)(COC(C=C)=O)CO